2-((3-((((1-(tert-butoxy)-2-methyl-1-oxopropan-2-yl)oxy)imino)methyl)-5-methoxyphenyl)amino)-2-(4-chloro-2-methoxyphenyl)acetic acid C(C)(C)(C)OC(C(C)(C)ON=CC=1C=C(C=C(C1)OC)NC(C(=O)O)C1=C(C=C(C=C1)Cl)OC)=O